2,2'-bis(1-hydroxy-1-trifluoromethyl-2,2,2-trifluoroethyl)-4,4'-methylenedianiline OC(C(F)(F)F)(C(F)(F)F)C1=C(N)C=CC(=C1)CC1=CC(=C(N)C=C1)C(C(F)(F)F)(O)C(F)(F)F